4-(1H-1,2,4-triazol-3-yl)-1-(4-(trifluoromethoxy)phenyl)-1H-pyrazolo[3,4-b]pyridine-3-carbonitrile N1N=C(N=C1)C1=C2C(=NC=C1)N(N=C2C#N)C2=CC=C(C=C2)OC(F)(F)F